BrC=1C=C(C=C2C(N(C(=NC12)N1CCOCC1)CC1CCC1)=O)Cl 8-bromo-6-chloro-3-(cyclobutylmethyl)-2-morpholinoquinazolin-4(3H)-one